(5S,6S)-6-hydroxyspiro[2.4]heptane-5-benzamide O[C@@H]1[C@@H](CC2(CC2)C1)C1=CC=CC=C1C(=O)N